C(C)N1CC2N(C3=C(OC2)C=C(C(=C3)OC)NC=3N=CC2=C(N3)N(C=C2)COCC[Si](C)(C)C)CC1 2-((3-ethyl-9-methoxy-1,2,3,4,4a,5-hexahydrobenzo[b]pyrazino[1,2-d][1,4]oxazin-8-yl)amino)-7-((2-(trimethylsilyl)ethoxy)methyl)-7H-pyrrolo[2,3-d]pyrimidine